(S)-3-cyclopropyl-3-(3-hydroxyphenyl)propionic acid C1(CC1)[C@H](CC(=O)O)C1=CC(=CC=C1)O